1-(3-chlorobenzyl)cyclopropan-1-ol ClC=1C=C(CC2(CC2)O)C=CC1